ClC1=CC(=C(CN2C(C3=CC=C(C=C3C=N2)S(=O)(=O)C2=CC=C(C=C2)OC)=O)C=C1)F 2-(4-chloro-2-fluorobenzyl)-6-((4-methoxyphenyl)sulfonyl)phthalazin-1(2H)-one